C(C)C(C\C=C\CC\C=C(\CCC=C(C)C)/C)O (3E,7E)-ethyl-8,12-dimethyltrideca-3,7,11-trien-1-ol